N-(4-chloroquinolin-8-yl)-3-fluoro-4-isopropoxybenzamide ClC1=CC=NC2=C(C=CC=C12)NC(C1=CC(=C(C=C1)OC(C)C)F)=O